FC1=CC=C(C=N1)C=1C=2N(C=C(C1)OCC(C)(C)O)N=CC2C#N 4-(6-Fluoropyridin-3-yl)-6-(2-hydroxy-2-methylpropoxy)pyrazolo[1,5-a]Pyridine-3-carbonitrile